[Br-].C(COCCOCCOCCOC)[NH3+] 3,6,9,12-tetraoxatridecylammonium bromide